tert-amyl peroxyvalerate C(CCCC)(=O)OOC(C)(C)CC